N1N=NC=C1CN1CCN(CC1)C1=NC=C(C=N1)OC1=NC(=CC(=C1)CN1CCC(CC1)CC(=O)O)C1=CC(=CC(=C1)Cl)Cl 2-(1-((2-((2-(4-((1H-1,2,3-triazol-5-yl)methyl)piperazin-1-yl)pyrimidin-5-yl)oxy)-6-(3,5-dichloro-phenyl)pyridin-4-yl)methyl)piperidin-4-yl)acetic acid